CN1[C@@H](CCCC1)[C@@H](OC1=NC(=NC(=C1C1=CC=CC=C1)O[C@@H](C1=CC=CC2=CC=CC=C12)[C@H]1N(CCCC1)C)C1=CC=CC=C1)C1=CC=CC2=CC=CC=C12 4,6-Bis((S)-((S)-1-methyl-2-piperidyl)(1-naphthyl)methoxy)-2,5-diphenylpyrimidine